C(CC)(=S)[O-] thio-propionate